ClCN1C=C(C(=CC1=NC(=O)C1CC1)NC1=C(C(=CC=C1)C=1N=NN(N1)C)OC)C(=O)NC 1-(chloromethyl)-6-((cyclopropanecarbonyl)imino)-4-((2-methoxy-3-(2-methyl-2H-tetrazol-5-yl)phenyl)amino)-N-methyl-1,6-dihydropyridine-3-carboxamide